C(#CC)[Si](OC)(OC)OC propynyltrimethoxysilane